C(C)(C)(C)OC(NC1CCN(CC1)C1=C(C=NC2=CC=C(C=C12)C1=C(C(=CC=C1)C#N)OCOC)C1=CC(=CC(=C1)OC1COC1)F)=O (1-{6-(3-Cyano-2-methoxymethoxy-phenyl)-3-[3-fluoro-5-(oxetan-3-yloxy)-phenyl]-quinolin-4-yl}-piperidin-4-yl)-carbamic acid tert-butyl ester